BrC=1C=CC(=C2C=C(N=CC12)Cl)CCCOC1OCCCC1 8-bromo-3-chloro-5-(3-((tetrahydro-2H-pyran-2-yl)oxy)propyl)isoquinoline